(2R)-2-((5-methoxy-2-((tetrahydrofuran-2-yl)amino)pyrimidin-4-yl)amino)hexan-1-ol COC=1C(=NC(=NC1)NC1OCCC1)N[C@@H](CO)CCCC